adamantane-1-carbonyl chloride C12(CC3CC(CC(C1)C3)C2)C(=O)Cl